3-(3-fluoro-2-methoxyanilino)-2-{3-[(oxetan-2-yl)methoxy]pyridin-4-yl}-1,5,6,7-tetrahydro-4H-pyrrolo[3,2-c]pyridin-4-one FC=1C(=C(NC2=C(NC3=C2C(NCC3)=O)C3=C(C=NC=C3)OCC3OCC3)C=CC1)OC